COCCC(=O)NC1CCCCC1 3-methoxy-N-cyclohexylpropanamide